1-((S)-2-acetamido-3-methylbutanoyloxy)ethyl (R)-1-(2-chlorophenyl)-2-oxocyclohexylmethylcarbamate ClC1=C(C=CC=C1)[C@@]1(C(CCCC1)=O)CNC(OC(C)OC([C@H](C(C)C)NC(C)=O)=O)=O